C(C)(C)[Si](OCCOCC)(C(C)C)C(C)C triisopropyl-(2-ethoxyethoxy)silane